3-amino-4-(3-fluorophenyl)-butyric acid NC(CC(=O)O)CC1=CC(=CC=C1)F